C(CCCC)(=O)C1=C(C(=O)O)C=CC=C1.C(CCC)N butylamine 2-(alpha-n-pentanonyl)benzoate